NC1=C(C=CC=C1)NC(\C=C\C1=CC(=CC=C1)S(=O)(=O)N1C=CC2=CC(=CC=C12)OCCCN1CCCCC1)=O (E)-N-(2-Aminophenyl)-3-(3-((5-(3-(piperidin-1-yl)propoxy)-1H-indol-1-yl)sulfonyl)phenyl)acrylamide